(2R)-4-[7-[6-amino-3-(trifluoromethyl)pyridin-2-yl]-6-chloroquinazolin-4-yl]-1-(2-fluoroprop-2-enoyl)piperazine-2-carbonitrile NC1=CC=C(C(=N1)C1=C(C=C2C(=NC=NC2=C1)N1C[C@@H](N(CC1)C(C(=C)F)=O)C#N)Cl)C(F)(F)F